C1(CC1)C1=NC(=CC2=C1N=C(N=C2)NC2=CC=C(C=N2)N2C(CNCC2)=O)[C@@H](C)O 1-[6-[[8-cyclopropyl-6-[(1R)-1-hydroxyethyl]pyrido[3,4-d]pyrimidin-2-yl]amino]pyridin-3-yl]piperazin-2-one